(S)-5-chloro-4-(2-methylpiperazin-1-yl)-N-(quinoxalin-6-ylmethyl)pyridin-3-amine ClC=1C(=C(C=NC1)NCC=1C=C2N=CC=NC2=CC1)N1[C@H](CNCC1)C